Cl.NC1[C@@H]2CN(C[C@H]12)C1=CC=C(C=N1)C=1C=2N(C=C(C1)OCC(C)(C)O)N=CC2C#N 4-(6-((1R,5S,6s)-6-amino-3-azabicyclo[3.1.0]hexan-3-yl)pyridin-3-yl)-6-(2-hydroxy-2-methylpropoxy)pyrazolo[1,5-a]pyridine-3-carbonitrile hydrochloride